(3S)-3-({3-cyclopropyl-N-[(2R)-oxolane-2-carbonyl]-L-alanyl}amino)-2-oxo-4-[(3S)-2-oxopiperidin-3-yl]butyl 2,4,6-trimethylpyridine-3-carboxylate CC1=NC(=CC(=C1C(=O)OCC([C@H](C[C@H]1C(NCCC1)=O)NC([C@@H](NC(=O)[C@@H]1OCCC1)CC1CC1)=O)=O)C)C